2-amino-4-hydroxy-6-methylpyrimidine NC1=NC(=CC(=N1)O)C